FC1=C(C=CC=C1)C1=CC=C2C(=NC=NC2=C1)NC 7-(2-fluorophenyl)-N-methylquinazolin-4-amine